[Mg+2].C(C)(=O)[O-].[Ca+2].C(C)(=O)[O-].C(C)(=O)[O-].C(C)(=O)[O-] calcium acetate, magnesium salt